C(C)OC(=O)C=1N=CN(C1)CCCCO[Si](C1=CC=CC=C1)(C1=CC=CC=C1)C(C)(C)C.FC(S(=O)(=O)NC(C(F)(F)F)=O)(F)F.[Li] lithium (trifluoromethanesulfonyl)trifluoroacetamide ethyl-1-(4-((tert-butyldiphenylsilyl)oxy)butyl)-1H-imidazole-4-carboxylate